C1(=CC=CC=2C3=CC=CC=C3NC12)C=1C=NC=C(C1)C1=CC=CC=2C3=CC=CC=C3NC12 3,5-dicarbazolylpyridine